(1r,4r)-4-((4-(3,5-dimethylisoxazol-4-yl)-2-nitrophenyl)amino)-1-methylcyclohexanol CC1=NOC(=C1C1=CC(=C(C=C1)NC1CCC(CC1)(O)C)[N+](=O)[O-])C